L-β-Phenyllactic acid C1(=CC=CC=C1)C[C@@H](C(=O)O)O